C(C)OC(=O)C=1NC=CC1C(=O)OCC 1H-pyrrole-2,3-dicarboxylic acid diethyl ester